(S)-1-[6-chloro-3-(difluoromethyl)-2-pyridyl]-5-methyl-pyrrolidine-3-carbonitrile ClC1=CC=C(C(=N1)N1C[C@H](CC1C)C#N)C(F)F